N-{5-[(3-hydroxy-4-toluoylamino)methyl]-1-indanyl}-(1R,3s,5S)-6,6-dimethylbicyclo[3.1.0]hexane-3-carboxamide OC=1C=C(C=CC1C(=O)NCC=1C=C2CCC(C2=CC1)NC(=O)C1C[C@H]2C([C@H]2C1)(C)C)C